N1(CCC1)CCC1CCN(CC1)C(=O)[C@H](CC(C)C)N1C([C@@H](NCC1)CC(C)C)=O (S)-1-[(S)-1-({4-[2-(1-Azetidinyl)ethyl]-1-piperidyl}carbonyl)-3-methylbutyl]-3-isobutyl-2-piperazinone